CC(C)(C)S(=O)\N=C/C=1OC=CN1 (Z)-2-methyl-N-(oxazol-2-ylmethylene)propane-2-sulfinamide